2-benzyl 1-tert-butyl (4R)-4-[tert-butoxycarbonyl-[2-(tert-butoxycarbonylamino)ethyl]amino]-2-[4-(4,4,5,5-tetramethyl-1,3,2-dioxaborolan-2-yl)butyl]pyrrolidine-1,2-dicarboxylate C(C)(C)(C)OC(=O)N([C@@H]1CC(N(C1)C(=O)OC(C)(C)C)(C(=O)OCC1=CC=CC=C1)CCCCB1OC(C(O1)(C)C)(C)C)CCNC(=O)OC(C)(C)C